C(C)OC(=O)C=1C(=NC2=NC=CC=C2C1)C 2-methyl-1,8-naphthyridine-3-carboxylic acid ethyl ester